dodecyl-methyl-(p-3-carboxyacrylamidobenzyl)ammonium chloride [Cl-].C(CCCCCCCCCCC)[NH+](CC1=CC=C(C=C1)NC(C=CC(=O)O)=O)C